methyl (R)-4-aminochroman-6-carboxylate N[C@@H]1CCOC2=CC=C(C=C12)C(=O)OC